N-methylacryloyl-5-hydroxyhexahydrocyclopenta[C]pyrrole CC=CC(=O)N1CC2C(C1)CC(C2)O